C(C)(C)(C)OC1=C(C=O)C=CC=C1 2-(tert-butoxy)benzaldehyde